(R)-N-(1-(1-(2,2,2-trifluoroethyl)-1H-pyrazolo[3,4-c]pyridin-5-yl)ethyl)-2-(4-(1-(trifluoromethyl)cyclopropyl)phenyl)acetamide FC(CN1N=CC=2C1=CN=C(C2)[C@@H](C)NC(CC2=CC=C(C=C2)C2(CC2)C(F)(F)F)=O)(F)F